6-[4-(difluoro-methoxy)-2-fluoro-phenyl]-5-[4-[(3S)-1-(3-fluoropropyl)pyrrolidin-3-yl]oxyphenyl]-8,9-dihydro-7H-benzo[7]annulen-2-ol FC(OC1=CC(=C(C=C1)C1=C(C2=C(CCC1)C=C(C=C2)O)C2=CC=C(C=C2)O[C@@H]2CN(CC2)CCCF)F)F